diethyl 2-(1-trifluoromethylethyl)-2-methylsuccinate FC(C(C)C(C(=O)OCC)(CC(=O)OCC)C)(F)F